C(C)C(COC(C1=C(C(=C(C(=C1)Br)Br)Br)Br)=O)CCCC.C1(CCC1)OC1=C(C=C2C=CN=C(C2=C1)OC[C@H]1NC(CC1)=O)C(=O)N 7-(cyclobutyloxy)-1-{[(2S)-5-oxopyrrolidin-2-yl]methoxy}isoquinoline-6-carboxamide 2-ethylhexyl-2,3,4,5-tetrabromobenzoate